4-fluoropyridine-1-oxide FC1=CC=[N+](C=C1)[O-]